(2-pyridyl)pyridine-3-carboxylate N1=C(C=CC=C1)OC(=O)C=1C=NC=CC1